((((R)-tetrahydrofuran-3-yl)amino)methyl)quinolin-4(1H)-one O1C[C@@H](CC1)NCN1C=CC(C2=CC=CC=C12)=O